C(=O)C1=C(C=C(C=C1)[N+](=O)[O-])OCC=1C=C(C=CC1)C#N 3-{[(2-formyl-5-nitrophenyl)oxy]methyl}benzene-1-carbonitrile